C1(=CC=CC=C1)C=1C(=NC=CC1)C1=C(C=2NC3=CC=CC=C3C2C=C1)C1=CC=CC=2OC3=C(C21)C=CC=C3 (phenylpyridyl)(dibenzofuranyl)carbazole